Tert-butyl 3-(piperazin-1-ylmethyl)azetidine-1-carboxylate N1(CCNCC1)CC1CN(C1)C(=O)OC(C)(C)C